FC1(C[C@H](CC1)[C@H](C(=O)NC=1SC(=C(N1)C)C(=O)OC(C)(C)C)C1=CC=C(C=C1)C=1N=NN(N1)C)F tert-Butyl 2-((S)-2-((S)-3,3-difluorocyclopentyl)-2-(4-(2-methyl-2H-tetrazol-5-yl)phenyl)acetamido)-4-methylthiazole-5-carboxylate